(3-(3-(4-methoxypyrimidin-5-yl)benzyl)-1,2,3-oxadiazol-3-ium-5-yl)((3-(trifluoromethyl)phenyl)carbamoyl)amide COC1=NC=NC=C1C=1C=C(C[N+]2=NOC(=C2)[N-]C(NC2=CC(=CC=C2)C(F)(F)F)=O)C=CC1